tert-Butyl (2-(hydroxymethyl)-1-n-propyl-1H-benzo[d]imidazol-5-yl)methylcarbamate OCC1=NC2=C(N1CCC)C=CC(=C2)CNC(OC(C)(C)C)=O